C12CN(CCC2NC1)C(=O)C=1C2=C(N(N1)CC(=O)N1CCN(CC1)C1=C(C(=CC=C1)C)C)C[C@@H]1[C@H]2C1 2-[(3bR,4aR)-3-(3,7-diazabicyclo[4.2.0]octane-3-carbonyl)-3b,4,4a,5-tetrahydro-1H-cyclopropa[3,4]cyclopenta[1,2-c]pyrazol-1-yl]-1-[4-(2,3-dimethylphenyl)piperazin-1-yl]ethan-1-one